BrC1=C(C=CC(=C1Cl)Cl)O 2-bromo-3,4-dichlorophenol